(5-(tert-butyl)-2-methoxyphenyl)(p-tolyl)sulfane C(C)(C)(C)C=1C=CC(=C(C1)SC1=CC=C(C=C1)C)OC